ClC=1C=C2C=C(COC2=CC1)C(=O)NC 6-chloro-N-methyl-2H-chromene-3-carboxamide